FC(C(NC(C(F)(F)F)C)=O)(F)C=1N(C=CC1C(=O)NC1=CC(=C(C=C1)F)C)C 2-(1,1-difluoro-2-oxo-2-((1,1,1-trifluoropropan-2-yl)amino)ethyl)-N-(4-fluoro-3-methylphenyl)-1-methyl-1H-pyrrole-3-carboxamide